C/C(/C=O)=C\CCCC (E)-2-Methyl-2-heptenal